O=C1C=CC2=CC(=C(C=C12)C(=O)O)OC1=CC=CC=C1.OC1(CC(C1)C(=O)N1CC2(C1)CCC(CC2)C2=CC(=C(C=C2)C(F)(F)F)OC)C ((1s,3s)-3-hydroxy-3-methylcyclobutyl)(7-(3-methoxy-4-(trifluoromethyl)phenyl)-2-azaspiro[3.5]non-2-yl)methanone 3-oxo-6-phenoxy-indene-5-carboxylate